2,2'-((6-(bis(2-methoxyethyl)amino)-8-(3-hydroxy-3-(trifluoromethyl)azetidin-1-yl)-4-(4-methoxypiperidin-1-yl)pyrimido[5,4-d]pyrimidin-2-yl)azanediyl)bis(ethan-1-ol) COCCN(C=1N=C(C=2N=C(N=C(C2N1)N1CCC(CC1)OC)N(CCO)CCO)N1CC(C1)(C(F)(F)F)O)CCOC